NC12CCCC(C1)(C2)N2C=NC1=C2N=NC(=C1C)C1=C(C=C(C=C1)C(F)(F)F)O 2-(7-(5-aminobicyclo[3.1.1]heptan-1-yl)-4-methyl-7H-imidazo[4,5-c]pyridazin-3-yl)-5-(trifluoromethyl)phenol